2-(Methylthiomethyl)furan CSCC=1OC=CC1